1-(isocyanomethyl)-2-methoxybenzene [N+](#[C-])CC1=C(C=CC=C1)OC